2-chloro-8-cyclohexyl-5-methyl-pyrido[2,3-d]pyrimidin-7(8H)-one ClC=1N=CC2=C(N1)N(C(C=C2C)=O)C2CCCCC2